FC1=CC=C(C=C1)C(CNC=1N=CC2=C(N1)CCN(C2)C(=O)N)(C)C 2-{[2-(4-fluorophenyl)-2-methylpropyl]amino}-5,6,7,8-tetrahydropyridino[4,3-d]pyrimidine-6-carboxamide